trityl tetrafluoroborate [B-](F)(F)(F)F.C1=CC=C(C=C1)[C+](C2=CC=CC=C2)C3=CC=CC=C3